(2S)-6-[(tert-butoxycarbonyl)amino]-2-[[(9H-fluoren-9-ylmethoxy)carbonyl]amino]-hexanoic acid C(C)(C)(C)OC(=O)NCCCC[C@@H](C(=O)O)NC(=O)OCC1C2=CC=CC=C2C=2C=CC=CC12